NOCC 2-(aminooxy)ethane